chloro-N,N,N',N'-tetramethyl-formamidinium hexafluorophosphate F[P-](F)(F)(F)(F)F.ClC(=[N+](C)C)N(C)C